NC=1C=C(OCCC[SiH](OC)OC)C=CC1 3-(m-aminophenoxy)propyldimethoxysilane